tert-butyl (S)-2-((tert-butoxycarbonyl)amino)-3-(2-cyano-6-methoxybenzo[d]thiazol-5-yl)propanoate C(C)(C)(C)OC(=O)N[C@H](C(=O)OC(C)(C)C)CC=1C(=CC2=C(N=C(S2)C#N)C1)OC